ClC1=C(C(=CC(=N1)C(=O)O)C=1C=NN(C1C)C)C 6-chloro-4-(1,5-dimethylpyrazol-4-yl)-5-methyl-pyridine-2-carboxylic acid